benzyl ((S)-(4,4-difluorocyclohexyl)(5-((R)-oxetan-3-yl((S)-2-oxo-4-(trifluoromethyl)imidazolidin-1-yl)methyl)benzo[d]oxazol-2-yl)methyl)carbamate FC1(CCC(CC1)[C@@H](C=1OC2=C(N1)C=C(C=C2)[C@H](N2C(N[C@@H](C2)C(F)(F)F)=O)C2COC2)NC(OCC2=CC=CC=C2)=O)F